CN1CCC(CC1)(C)C1=NN=C(O1)[C@@]12CN(C[C@]2(C1)C(F)(F)F)C1=C2C=CC=NC2=C(C=C1)C#N 5-((1S,5R)-1-(5-(1,4-dimethylpiperidin-4-yl)-1,3,4-oxadiazol-2-yl)-5-(trifluoromethyl)-3-azabicyclo[3.1.0]hexane-3-yl)quinoline-8-carbonitrile